1-(3-bromo-2,6-difluorophenyl)ethanone BrC=1C(=C(C(=CC1)F)C(C)=O)F